tert-butyl (E)-2-((4-methoxy-4-carbonylbut-2-en-1-yl) amino)-7-azaspiro[3.5]nonane-7-carboxylate COC(/C=C/CNC1CC2(C1)CCN(CC2)C(=O)OC(C)(C)C)=C=O